C(CC1=CC=CC=C1)NC(=O)N1C=NC2=C1C=CC(=C2)C2=NC=CC=N2 N-Phenethyl-5-(pyrimidin-2-yl)-1H-benzo[d]imidazole-1-carboxamide